(E)-3-(3,4-difluorophenyl)acryloyl chloride FC=1C=C(C=CC1F)/C=C/C(=O)Cl